5-((5'S,7a'R)-5'-(3,5-difluorophenyl)-3'-oxo-tetrahydro-3'H-spiro[piperidine-4,2'-pyrrolo-[2,1-b]oxazole]-1-carbonyl)-1H-pyrazole-4-carbonitrile FC=1C=C(C=C(C1)F)[C@@H]1CC[C@H]2OC3(C(N21)=O)CCN(CC3)C(=O)C3=C(C=NN3)C#N